(3S,4S)-tert-Butyl 3-fluoro-4-((methylsulfonyl)oxy)piperidine-1-carboxylate F[C@H]1CN(CC[C@@H]1OS(=O)(=O)C)C(=O)OC(C)(C)C